CN1CCC(CC1)C1=CC=C(C=C1)SC=1C=C(C(=CC1)N)N 4-((4-(1-methylpiperidin-4-yl)phenyl)thio)benzene-1,2-diamine